C1(=CC=CC=C1)[C@H]1[C@@H](C1)NC(=O)N1CCC(CC1)=CC=1C=C(OC2=NC=C(C(=O)O)C=C2)C=CC1 6-{3-[1-((1R,2S)-2-phenyl-cyclopropylcarbamoyl)-piperidin-4-ylidenemethyl]-phenoxy}-nicotinic acid